FC1=C(CN2C(N(N=C2)C2=CC(=C(C=C2)OC2=CC(=NC=C2F)NC=2OCC(N2)(C)C)F)=O)C(=CC=C1)F 4-(2,6-Difluorobenzyl)-2-(4-((2-((4,4-dimethyl-4,5-dihydro-oxazol-2-yl)amino)-5-fluoropyridin-4-yl)oxy)-3-fluorophenyl)-2,4-dihydro-3H-1,2,4-triazol-3-one